OC1=CC(=NC=C1)C#N 4-hydroxypicolinonitrile